CC1(CC(CN1)CO)C (5,5-dimethylpyrrolidin-3-yl)methanol